[N+](=O)([O-])C=1C=C(C(=O)C2=CC(=CC=C2)[N+](=O)[O-])C=CC1 3,3'-dinitrobenzophenone